FC(F)(F)C=1C(=C(C=C(C1C#CC1=CC=C(C=C1)CCCCC)F)C1=CC=CC=C1)F trifluoromethyl-2,5-difluoro-4-((4-n-pentylphenyl)ethynyl)-1,1'-biphenyl